C1(CCCCC1)NC(OC)=NC1CCCCC1 1,3-dicyclohexyl-2-methylisourea